methyl 5-amino-2-((1r,3r)-3-(4-(tert-butoxycarbonyl) piperazin-1-yl) cyclobutyl)-2H-indazole-6-carboxylate NC1=CC2=CN(N=C2C=C1C(=O)OC)C1CC(C1)N1CCN(CC1)C(=O)OC(C)(C)C